N1(CCNCC1)C1=C2C=CC=NC2=C(C=C1)OC1CCNCC1 5-(piperazin-1-yl)-8-(piperidin-4-yloxy)quinoline